1-(6-(2-(4-(4-acetylpiperazin-1-yl)phenyl)-4-chloro-1H-pyrrolo[2,3-b]pyridin-3-yl)indolin-1-yl)prop-2-en-1-one C(C)(=O)N1CCN(CC1)C1=CC=C(C=C1)C1=C(C=2C(=NC=CC2Cl)N1)C1=CC=C2CCN(C2=C1)C(C=C)=O